ClC1=CC=C(C=C1)C=1NC(=CN1)C1=CC=C(C=C1)O 2-(4-Chlorophenyl)-5-(4-hydroxyphenyl)-1H-imidazole